NC1=C2C(=NC=N1)N(N=C2C#CCOC2=CC=CC=C2)C2CCC(CC2)=O 4-(4-amino-3-(3-phenoxyprop-1-ynyl)-1H-pyrazolo[3,4-d]pyrimidin-1-yl)cyclohexanone